C1(CCC1)N1C(N(C=2C1=C1C(=NC2)NC(=C1C1=CC=C(C=C1)OC)C1=CC=C(C=C1)CN1CCC(CC1)S(=O)(=O)C)C)=O 1-cyclobutyl-8-(4-methoxyphenyl)-3-methyl-7-(4-((4-(methylsulfonyl)piperidin-1-yl)methyl)phenyl)-3,6-dihydroimidazo[4,5-d]pyrrolo[2,3-b]pyridin-2(1H)-one